N-[3-[5-(cyclopropylsulfanyl)-2-(difluoromethoxy)phenyl]-1H-pyrazol-4-yl]imidazo[1,2-b]pyridazine-3-carboxamide C1(CC1)SC=1C=CC(=C(C1)C1=NNC=C1NC(=O)C1=CN=C2N1N=CC=C2)OC(F)F